[Li].C(C)(C)(C)C1=CC(=CC(=C1O)C(C)(C)C)C 2,6-di-tert-butyl-p-cresol, lithium salt